5-fluoro-4-hydroxypyrrolo[1,2-B]pyridazin-2-yl-trifluoromethanesulfonic acid FC=1C=CN2N=C(C=C(C21)O)OS(=O)(=O)C(F)(F)F